C1NCC12CCN(CC2)C2=C(C=C(C=N2)N2C(NC(CC2)=O)=O)F 1-[6-(2,7-diazaspiro[3.5]non-7-yl)-5-fluoro-3-pyridinyl]hexahydropyrimidine-2,4-dione